O-Ethyl-L-tyrosine C(C)OC1=CC=C(C[C@H](N)C(=O)O)C=C1